C(C)(C)(C)OC(=O)N1CC2=CC(=CC=C2CC1)N1C(=CC2=C(C1=O)N(N=C2C(=O)O)C2=CC(=CC=C2)Cl)C 6-(2-tert-butoxycarbonyl-3,4-dihydro-1H-isoquinolin-7-yl)-1-(3-chlorophenyl)-5-methyl-7-oxo-pyrazolo[4,3-d]pyridine-3-carboxylic acid